(S)-2-((4-((2-hydroxy-1-phenylethyl)amino)-5-(5-(pyridin-3-yl)-1,3,4-oxadiazol-2-yl)pyridin-2-yl)amino)-7,7-dimethylfuro[3,4-d]pyrimidin-5(7H)-one OC[C@H](C1=CC=CC=C1)NC1=CC(=NC=C1C=1OC(=NN1)C=1C=NC=CC1)NC=1N=CC2=C(N1)C(OC2=O)(C)C